tert-butyl 4-(3-((4-((2-((2S)-2-(2-((4-(difluoromethoxy)benzyl)amino)-1-hydroxy-2-oxoethyl)pyrrolidin-1-yl)-2-oxoethyl)carbamoyl)quinolin-6-yl)oxy)propyl)piperazine-1-carboxylate FC(OC1=CC=C(CNC(C(O)[C@H]2N(CCC2)C(CNC(=O)C2=CC=NC3=CC=C(C=C23)OCCCN2CCN(CC2)C(=O)OC(C)(C)C)=O)=O)C=C1)F